tert-butyl 3-benzyl-6-ethoxy-3,8-diazabicyclo[3.2.1]octane-8-carboxylate C(C1=CC=CC=C1)N1CC2CC(C(C1)N2C(=O)OC(C)(C)C)OCC